tert-butyl 6-(3-cyano-4-(2,4-difluorophenyl)-5,6,7,8-tetrahydro-1,7-naphthyridin-2-yl)-2,6-diazaspiro[3.4]octane-2-carboxylate C(#N)C=1C(=NC=2CNCCC2C1C1=C(C=C(C=C1)F)F)N1CC2(CN(C2)C(=O)OC(C)(C)C)CC1